methyl 4-chloro-3'-(((1-oxo-2-(3-((tetrahydro-2H-pyran-2-yl)oxy)cyclopentyl)isoindolin-5-yl)oxy)methyl)-[1,1'-biphenyl]-3-carboxylate ClC1=C(C=C(C=C1)C1=CC(=CC=C1)COC=1C=C2CN(C(C2=CC1)=O)C1CC(CC1)OC1OCCCC1)C(=O)OC